S1C=NC=C1C(=O)O [1,3]thiazole-5-carboxylic acid